(3R)-3-(2-(3-fluoro-4-phosphonophenyl)-2-(pyrimidine-2-carboxamido)acetamido)-2-hydroxy-3,4-dihydro-2H-benzo[e][1,2]oxaborinine-8-carboxylic acid FC=1C=C(C=CC1P(=O)(O)O)C(C(=O)N[C@@H]1B(OC2=C(C1)C=CC=C2C(=O)O)O)NC(=O)C2=NC=CC=N2